methyl 3-((3,5-difluoro-benzyl)carbamoyl)-bicyclo[1.1.1]pentane-1-carboxylate FC=1C=C(CNC(=O)C23CC(C2)(C3)C(=O)OC)C=C(C1)F